2-((1-(6-nitrobenzo[d][1,3]dioxol-5-yl)ethyl)thio)ethan-1-ol [N+](=O)([O-])C=1C(=CC2=C(OCO2)C1)C(C)SCCO